FC1=C(C(=O)N2CC3=CC=CC(=C3CC2)C(CC(=O)O)C2=CC3=C(N(N=N3)C)C(=C2)OC)C(=CC(=C1)OC)F 3-[2-(2,6-difluoro-4-methoxybenzoyl)-1,2,3,4-tetrahydroisoquinolin-5-yl]-3-(7-methoxy-1-methyl-1H-benzo[d][1,2,3]triazol-5-yl)propionic acid